methyl (2R)-2-(5-bromo-4-fluoro-2-nitrophenoxy)propanoate BrC=1C(=CC(=C(O[C@@H](C(=O)OC)C)C1)[N+](=O)[O-])F